CC(C=C)(CC\C=C(\CC)/C)O (E)-3,7-dimethylnon-1,6-dien-3-ol